Phenyl 3-O-benzyl-1-thio-α-L-idopyranoside C(C1=CC=CC=C1)O[C@@H]1[C@H]([C@H](SC2=CC=CC=C2)O[C@H]([C@H]1O)CO)O